C(C)(=O)N1CCN(CC1)C1=CC=CC(=N1)CC(=O)NC(C=1OC(=CC1)C)C1=C(C=C(C=C1)C)N1CCCCC1 2-[6-(4-acetylpiperazin-1-yl)pyridin-2-yl]-N-{[4-methyl-2-(piperidin-1-yl)phenyl](5-methylfuran-2-yl)methyl}acetamide